ClC1=CC=C(C=N1)N1N=C(C(=C1)C=O)CC(=O)OCC ethyl 1-(6-chloropyridin-3-yl)-4-formyl-1H-pyrazole-3-acetate